6-(11-hydroxyundecoxy)naphthalene-2-carboxylic acid OCCCCCCCCCCCOC=1C=C2C=CC(=CC2=CC1)C(=O)O